O1[C@@H](CC1)CN1C(=NC2=C1C=C(C=C2)C(=O)O)CN2CCN(CC2)C2=NC(=CC=C2)OCC=2SC1=NC=CC=C1N2 (S)-1-(oxetan-2-ylmethyl)-2-((4-(6-(thiazolo[5,4-b]pyridin-2-ylmethoxy)pyridin-2-yl)piperazin-1-yl)methyl)-1H-benzo[d]imidazole-6-carboxylic acid